5-((6-(1-methyl-1H-pyrazol-4-yl)pyrazolo[1,5-a]pyrazin-4-yl)oxy)pyridin-3-amine dihydrochloride Cl.Cl.CN1N=CC(=C1)C=1N=C(C=2N(C1)N=CC2)OC=2C=C(C=NC2)N